C(C)(C)(C)OC(=O)N(C(OC(C)(C)C)=O)C=1C2=C(N=CN1)N(C=C2C=2OC=CC2)[C@@H]2S[C@@H]([C@H]1OC(O[C@H]12)(C)C)CO tert-butyl (tert-butoxycarbonyl)(5-(furan-2-yl)-7-((3aR,4R,6R,6aS)-6-(hydroxymethyl)-2,2-Dimethyltetrahydrothieno[3,4-d][1,3]dioxol-4-yl)-7H-pyrrolo[2,3-d]pyrimidin-4-yl)carbamate